2-amino-2-(3,4-dimethoxyphenyl)-6-hydroxycyclohexane-1-one NC1(C(C(CCC1)O)=O)C1=CC(=C(C=C1)OC)OC